N-(5-(4,4-difluoropiperidin-1-yl)-[1,2,4]triazolo[1,5-c]pyrimidin-7-yl)-4-(ethylsulfonamido)-2-(6-azaspiro[2.5]octan-6-yl)benzamide FC1(CCN(CC1)C1=NC(=CC=2N1N=CN2)NC(C2=C(C=C(C=C2)NS(=O)(=O)CC)N2CCC1(CC1)CC2)=O)F